ClC1=C(C=CC(=C1)F)C1(CC1)C1=NOC(=N1)C1=NN(C(=C1)C(F)F)CC(=O)OC(C)(C)C tertbutyl 2-(3-(3-(1-(2-chloro-4-fluorophenyl)cyclopropyl)-1,2,4-oxadiazol-5-yl)-5-(difluoromethyl)-1H-pyrazol-1-yl)acetate